C(#N)C=1C(=NC=CN1)B(O)O 3-CYANOPYRAZIN-2-YLBORONIC ACID